The molecule is a member of indoles, a member of guanidines and an imidazopyrazine. It has a role as a luciferin. It is a conjugate base of a Cypridina luciferin(1+). It derives from a hydride of an imidazo[1,2-a]pyrazine. CC[C@H](C)C1=C(N2C=C(N=C(C2=N1)CCCN=C(N)N)C3=CNC4=CC=CC=C43)O